ClC1=CC=C(C=C1)C1=NC2=C(N1)C=CC(=C2)[N+](=O)[O-] 2-(4-chlorophenyl)-5-nitro-1H-benz[d]imidazole